CN(C([C@H]([C@H](CC)C)NC(=O)[C@@H]1N(CCCC1)C)=O)[C@H](C[C@@H](OCC)C=1SC=C(N1)C(=O)NC(CC(C(=O)[O-])C)CC1=CC=CC=C1)C(C)C 4-(2-((1R,3R)-3-((2s,3s)-N,3-dimethyl-2-((R)-1-methylpiperidine-2-carboxamido) pentanamido)-1-ethoxy-4-methylpentyl) thiazole-4-carboxamido)-2-methyl-5-phenylpentanoate